C1(CC1)C1=CC2=CC=CC=C2C=C1 2-cyclopropyl-naphthalene